C(C)(C)(C)C=1C=C(C=C(C1O)C(C)(C)C)CCC(=O)OCCSCCOC(CCC1=CC(=C(C(=C1)C(C)(C)C)O)C(C)(C)C)=O thiodiethylene bis[3-(3,5-di-tert-butyl-4-hydroxyphenyl)-propionate]